C(C1=CC=CC=C1)OC1=CC(=C(C(=O)OC2=C(C(=C(C(=O)OCOC)C(=C2C)C)OCOC)Br)C(=C1)C)OC methoxymethyl 4-[4-(benzyloxy)-2-methoxy-6-methylbenzoyloxy]-3-bromo-2-(methoxymethoxy)-5,6-dimethylbenzoate